2-[5-[(1,3-Dihydro-1-oxo-2H-inden-2-ylidene)methyl]-2-furanyl]benzoic acid O=C1C(CC2=CC=CC=C12)=CC1=CC=C(O1)C1=C(C(=O)O)C=CC=C1